ClC1=CC=C(C=C1)C(C1=C(C=CC=C1)O)P(OCC)(OCC)=O Diethyl ((4-chlorophenyl)(2-hydroxyphenyl)methyl)phosphonate